tungsten ruthenium oxide oxygen [O].[Ru]=O.[W]